4-(3-(1-methoxycyclobutyl)-5-(5-(methoxymethyl)-3-(m-tolyl)-1H-pyrazol-1-yl)-3H-imidazo[4,5-b]pyridin-7-yl)morpholine COC1(CCC1)N1C=NC=2C1=NC(=CC2N2CCOCC2)N2N=C(C=C2COC)C=2C=C(C=CC2)C